5-hydroxy-1-(phenylsulfonyl)-1,2-dihydroquinoline-8-carbonitrile OC1=C2C=CCN(C2=C(C=C1)C#N)S(=O)(=O)C1=CC=CC=C1